azetidin-3-yl(4-(4-methoxy-5-(trifluoromethyl)pyridin-2-yl)piperazine-1-yl)methanone N1CC(C1)C(=O)N1CCN(CC1)C1=NC=C(C(=C1)OC)C(F)(F)F